sodium sulfate HCl Cl.S(=O)(=O)([O-])[O-].[Na+].[Na+]